C(=O)O.CC=1N=C2N(C=C(C=C2C)NC(=O)N2CCC=3C2=NC=CC3N3CC2(CC3)OCCNC2)C1 N-(2,8-dimethylimidazo[1,2-a]pyridin-6-yl)-4-(6-oxa-2,9-diazaspiro[4.5]decan-2-yl)-2,3-dihydro-1H-pyrrolo[2,3-b]pyridine-1-carboxamide formate